OCC(C)(C)NS(=O)(=O)C1=CC(=C(C(=O)NC2=NC(=CC=C2)N2C[C@H](OCC2)C)C=C1)N1CCC2(CC2)CC1 (R)-4-(N-(1-Hydroxy-2-methylpropan-2-yl)sulfamoyl)-N-(6-(2-methylmorpholino)pyridin-2-yl)-2-(6-azaspiro[2.5]octan-6-yl)benzamide